[Si](C)(C)(C(C)(C)C)OC(C#C[Si](C(C)C)(C(C)C)C(C)C)(C#C\C(=C/C=O)\C1=CC=C(C=C1)OC)C1=CC=C(C#N)C=C1 (Z)-4-(3-((tert-butyldimethylsilyl)oxy)-6-(4-methoxyphenyl)-8-oxo-1-(triisopropylsilyl)octane-6-ene-1,4-diyn-3-yl)benzonitrile